O=C1N(CCC(N1)=O)C1=NN(C2=CC(=CC=C12)C1C(CN(CC1)CC1CN(CCC1)C(=O)OC(C)(C)C)C)C tert-butyl 3-((4-(3-(2,4-dioxotetrahydropyrimidin-1(2H)-yl)-1-methyl-1H-indazol-6-yl)-3-methylpiperidin-1-yl) methyl)piperidine-1-carboxylate